C1OCCC2=CC=C(C=C12)S(=O)(=O)N1[C@H]2CC(C[C@@H]1CC2)N2CCC(CC2)C (1R,3s,5S)-8-(Isochroman-7-ylsulfonyl)-3-(4-methylpiperidin-1-yl)-8-azabicyclo[3.2.1]octane